(1aS,5aS)-2-(1-Oxo-hexahydro-1λ4-thiopyran-4-yl)-1a,2,5,5a-tetrahydro-1H-2,3-diaza-cyclopropa[a]pentalene-4-carboxylic acid (2-hydroxy-1,1-dimethyl-ethyl)-amide OCC(C)(C)NC(=O)C=1C=2C[C@H]3[C@@H](C2N(N1)C1CCS(CC1)=O)C3